tert-butyl 4-[4-fluoro-5-[(2-methylindazol-6-yl)carbamoyl]thiophen-2-yl]piperidine-1-carboxylate FC=1C=C(SC1C(NC=1C=CC2=CN(N=C2C1)C)=O)C1CCN(CC1)C(=O)OC(C)(C)C